Cl.CN1C(C=CC=C1)=O methylpyridin-2(1H)-one hydrochloride